[C-](S(=O)(=O)C(F)(F)F)(S(=O)(=O)C(F)(F)F)S(=O)(=O)C(F)(F)F.C(C)(=O)OC1=CC=C(C=C1)[S+](C1=CC=CC=C1)C1=CC=C(C=C1)OC(C)=O bis[4-acetyloxyphenyl]phenylsulfonium tris(trifluoromethylsulfonyl)methide